methyl-4-(2-(dimethylamino)-3-((8-(2-octylcyclopropyl)octyl)oxy)propoxy)butanoate COC(CCCOCC(COCCCCCCCCC1C(C1)CCCCCCCC)N(C)C)=O